2-[(2,2-difluoro-2H-1,3-benzodioxol-5-yl)oxy]-N-{3-[2-(3,4-difluorophenoxy)acetamido]bicyclo[1.1.1]pentan-1-yl}acetamide FC1(OC2=C(O1)C=CC(=C2)OCC(=O)NC21CC(C2)(C1)NC(COC1=CC(=C(C=C1)F)F)=O)F